methyl 4-(benzylthio)-5-methyl-2-nitrobenzoate C(C1=CC=CC=C1)SC1=CC(=C(C(=O)OC)C=C1C)[N+](=O)[O-]